Ethyl 2-bromo-6-propyl-6,7-dihydro-5H-pyrazolo[5,1-b][1,3]oxazine-3-carboxylate BrC1=NN2C(OCC(C2)CCC)=C1C(=O)OCC